N-(5-(3-(N-(2,4-difluorophenyl)sulfamoyl)-4-methoxyphenyl)-4-methylthiazol-2-yl)acetamide FC1=C(C=CC(=C1)F)NS(=O)(=O)C=1C=C(C=CC1OC)C1=C(N=C(S1)NC(C)=O)C